The molecule is the (R)-enantiomer and bioactive form of dihydrolipoic acid. It is a conjugate acid of a (R)-dihydrolipoate. It is an enantiomer of a (S)-dihydrolipoic acid. C(CCC(=O)O)C[C@H](CCS)S